4'-(4-pyridinyl)-2,2':6',2''-terpyridine N1=CC=C(C=C1)C1=CC(=NC(=C1)C1=NC=CC=C1)C1=NC=CC=C1